[Cl-].C(CCCCCCCCC)[N+]1=COC=C1 3-decyl-oxazolium chloride